FC(CN1C(CN(C(C12CCNCC2)=O)[C@@H](C)C=2C=NC(=CC2)N2N=CC(=C2)F)=O)F (S)-1-(2,2-difluoroethyl)-4-(1-(6-(4-fluoro-1H-pyrazol-1-yl)pyridin-3-yl)ethyl)-1,4,9-triazaspiro[5.5]undecane-2,5-dione